2-((2,3-dihydro-1H-inden-5-yl)oxy)-N-(1H-pyrazol-3-yl)-N-(thiophen-2-ylmethyl)acetamide C1CCC2=CC(=CC=C12)OCC(=O)N(CC=1SC=CC1)C1=NNC=C1